tetrabutylphosphine bis(trifluoromethylsulfonyl)imide salt [N-](S(=O)(=O)C(F)(F)F)S(=O)(=O)C(F)(F)F.C(CCC)P(CCCC)(CCCC)CCCC